(S)-4-(((R)-1,4-dioxan-2-yl)methyl)-2-ethyl-2-methyl-1-(5-methyl-1-((2-(trimethylsilyl)ethoxy)methyl)-1H-pyrazol-3-yl)piperazine O1[C@@H](COCC1)CN1C[C@](N(CC1)C1=NN(C(=C1)C)COCC[Si](C)(C)C)(C)CC